3-vinyl-3'-ethylbiphenyl C(=C)C=1C=C(C=CC1)C1=CC(=CC=C1)CC